N-(4-((4-hydroxyphenoxy)methyl)phenyl)acetamide OC1=CC=C(OCC2=CC=C(C=C2)NC(C)=O)C=C1